FC1=C2C(NC(=NC2=CC(=C1F)NCC1CCN(CC1)CCN1CCN(CC1)C1=CC=C(C=C1)[N+](=O)[O-])CSC1CCOCC1)=O 5,6-difluoro-7-(((1-(2-(4-(4-nitrophenyl)piperazin-1-yl)ethyl)piperidin-4-yl)methyl)amino)-2-(((tetrahydro-2H-pyran-4-yl)thio)methyl)quinazolin-4(3H)-one